CC(C=O)CN1C=CC=C1 2-METHYL-3-(1H-PYRROL-1-YL)PROPANAL